N-vinyl-4-nonyl-caprolactam C(=C)N1C(CCC(CC1)CCCCCCCCC)=O